The molecule is an L-tyrosyl ester obtained by formal condensation of the carboxy group of L-tyrosine with the 3'-hydroxy group of AMP. It has a role as a Mycoplasma genitalium metabolite. It is an adenosine 5'-phosphate, a L-tyrosyl ester and a purine ribonucleoside 5'-monophosphate. It derives from an adenosine 5'-monophosphate. C1=CC(=CC=C1C[C@@H](C(=O)O[C@@H]2[C@H](O[C@H]([C@@H]2O)N3C=NC4=C(N=CN=C43)N)COP(=O)(O)O)N)O